5-(1H-pyrazol-1-yl)-N-(pyridin-2-ylsulfonyl)-2-naphthamide N1(N=CC=C1)C1=C2C=CC(=CC2=CC=C1)C(=O)NS(=O)(=O)C1=NC=CC=C1